2,2,2-trifluoromethyl-diazoethane FCC(C=[N+]=[N-])(CF)CF